(tetrahydro-2H-pyran-4-yl)octahydrocyclopenta[C]pyrrol-5-amine O1CCC(CC1)C1NCC2C1CC(C2)N